8-(4-chloro-2-fluoro-phenyl)-6-[(3S)-4,4-difluoro-3-(1-methylpyrazol-4-yl)-1-piperidyl]-2,3-dimethyl-pyrimido[5,4-d]pyrimidin-4-one ClC1=CC(=C(C=C1)C1=NC(=NC2=C1N=C(N(C2=O)C)C)N2C[C@@H](C(CC2)(F)F)C=2C=NN(C2)C)F